O-tert-butyl ((1r,4r)-4-((4-(2-((4-((2-chlorophenyl)sulfonamido)-2-fluorophenyl)amino)phenyl)pyrimidin-2-yl)amino)cyclohexyl)carbamate ClC1=C(C=CC=C1)S(=O)(=O)NC1=CC(=C(C=C1)NC1=C(C=CC=C1)C1=NC(=NC=C1)NC1CCC(CC1)NC(OC(C)(C)C)=O)F